CN(C)CC1CN(CCC1(O)C=1C=C(C(=O)N)C=CC1)CCC1=CSC=C1 anti-3-[3-[(Dimethylamino)methyl]-4-hydroxy-1-[2-(thiophen-3-yl)ethyl]piperidin-4-yl]benzamid